3-chloro-10-methyl-5-[4-(methylamino)butyl]-5,10-dihydro-11H-dibenzo[b,e][1,4]diazepin-11-one ClC=1C=CC2=C(N(C3=C(N(C2=O)C)C=CC=C3)CCCCNC)C1